methyl-5-methoxy-2,3-dihydro-1H-indene CC1CCC2=CC(=CC=C12)OC